NC(CC(=O)N)C=O 3-amino-4-oxobutyramide